C(CCCCC)N(NC(OC(C)(C)C)=O)C1=NC2=CC=CC=C2N=C1 tert-butyl N-[hexyl(quinoxalin-2-yl)amino]carbamate